Cl.Cl.Cl.C(CCC)(=O)N butanamide trihydrochloride